9-(((S)-1-((2S,4R)-4-hydroxy-2-(((S)-1-(4-(4-methyl-thiazol-5-yl)phenyl)ethyl)carbamoyl)pyrrolidin-1-yl)-3,3-dimethyl-1-oxobutan-2-yl)amino)-9-oxononanoic acid O[C@@H]1C[C@H](N(C1)C([C@H](C(C)(C)C)NC(CCCCCCCC(=O)O)=O)=O)C(N[C@@H](C)C1=CC=C(C=C1)C1=C(N=CS1)C)=O